C(C)(C)(C)OC(NC1CCC(CC1)NC(=O)C)=O (1r,4r)-4-acetaminocyclohexyl-carbamic acid tert-butyl ester